(t-Butoxycarbonyl)-L-threonine benzyl ester C(C1=CC=CC=C1)OC([C@@H](NC(=O)OC(C)(C)C)[C@H](O)C)=O